C1(CCCCC1)C=1N=CC(=NC1)CN(C(=O)[C@@H]1N(CC1)S(=O)(=O)C1=C(C(=C(C(=C1F)F)F)F)F)C1=C(C=C(C(=O)O)C=C1)F (R)-4-(N-((5-cyclohexylpyrazin-2-yl)methyl)-1-((perfluorophenyl)sulfonyl)azetidine-2-carboxamido)-3-fluorobenzoic acid